C=C z-ethylene